diisobutyl-tin C(C(C)C)[Sn]CC(C)C